(3aR,5s,6aS)-2-((4-(difluoromethoxy)phenyl)sulfonyl)-5-(4-methylpiperidin-1-yl)octahydrocyclopenta[c]pyrrole FC(OC1=CC=C(C=C1)S(=O)(=O)N1C[C@@H]2[C@H](C1)CC(C2)N2CCC(CC2)C)F